[5-Bromo-3-((S)-2-tert-butoxycarbonylamino-1-methyl-ethyl)-2,4-dioxo-3,4-dihydro-2H-pyrimidin-1-yl]-acetate BrC=1C(N(C(N(C1)CC(=O)[O-])=O)[C@H](CNC(=O)OC(C)(C)C)C)=O